ClN(S(=O)(=O)C1=CC=C(C=C1)C)Cl N,N-dichloro-4-methylbenzenesulfonamide